NCCOCCOCCOCCOCCOCCOCCC(=O)NC=1C=C(C=CC1)C1=CC2=C(C=C1OC)OCC1=C2N(N=C1C(=O)N(C)C(C)(C)C)C1=CC(=CC(=C1)Cl)Cl 8-(3-(1-amino-3,6,9,12,15,18-hexaoxahenicosan-21-amido)phenyl)-N-(tert-butyl)-1-(3,5-dichlorophenyl)-7-methoxy-N-methyl-1,4-dihydrochromeno[4,3-c]pyrazole-3-carboxamide